fluoreneacetophenone C1(=CC=CC=2C3=CC=CC=C3CC12)CC(=O)C1=CC=CC=C1